FC=1C=C(C=CC1)C1CC(CC2=CC=CC=C12)=O 4-(3-fluorophenyl)-3,4-dihydronaphthalen-2(1H)-one